NC1=C2C(=NC=N1)N(N=C2C(=O)NC2=CC=C(C=C2)COC)C2CCCCC2 4-amino-1-cyclohexyl-N-(4-(methoxymethyl)phenyl)-1H-pyrazolo[3,4-d]pyrimidine-3-carboxamide